Cl.CC=1C=C(C=C(C1)C)NC1N(C(=NC(=N1)N)N1CCOCC1)C1=CC=CC=C1 N-(3,5-Dimethylphenyl)-6-morpholin-4-yl-N1-phenyl-[1,3,5]triazine-2,4-diamine hydrochloride